heptafluoro-2,3,3-trichlorobutane FC(C(C(C(F)(F)F)(Cl)F)(Cl)Cl)(F)F